ClC=1C=CC2=C(N=C(S2)C(C)=NS(=O)C(C)(C)C)C1 N-(1-(5-chlorobenzo[d]thiazol-2-yl)ethylidene)-2-methylpropane-2-sulfinamide